NC1=NC2=CC(=CC=C2C=C1Br)CC1(C(C2(C(O1)COC2)O)O)N2C=CC1=C2N=CN=C1C (2-amino-3-bromoquinolin-7-yl)methyl-2-(4-methyl-7H-pyrrolo[2,3-d]pyrimidin-7-yl)tetrahydrofuro[3,4-b]furan-3,3a(4H)-diol